SCCCN1C(C=CC1=O)=O 1-(3-mercaptopropyl)-1H-pyrrole-2,5-dione